perfluorononanoic acid FC(C(=O)O)(C(C(C(C(C(C(C(F)(F)F)(F)F)(F)F)(F)F)(F)F)(F)F)(F)F)F